CS(=O)(=O)N1CCC(CC1)NC(=O)C1C(C2=CC=C(C=C2C1=O)S(=O)(=O)C=1C=C2C(C(C(C2=CC1)=O)C(NC1CCN(CC1)S(=O)(=O)C)=O)=O)=O N-(1-methanesulfonylpiperidin-4-yl)-5-({2-[(1-methanesulfonylpiperidin-4-yl)carbamoyl]-1,3-dioxo-2,3-dihydro-1H-inden-5-yl}sulfonyl)-1,3-dioxo-2,3-dihydro-1H-indene-2-carboxamide